OCC(CC1=NC=CC=C1)NC(=O)C1=CC2=CC=CC(=C2C=C1)C1=CC=C(C=C1)C(F)(F)F N-(1-hydroxy-3-(pyridin-2-yl)propan-2-yl)-5-(4-(trifluoromethyl)phenyl)-2-naphthamide